C(C)C1=C(C=C2C=CC(=NC2=C1)C)C1=CN=C(N1)[C@H](CCCCCC(CC)=O)NC(=O)[C@H]1CC12CCN(CC2)C (1S)-N-{(1S)-1-[5-(7-Ethyl-2-methylchinolin-6-yl)-1H-imidazol-2-yl]-7-oxononyl}-6-methyl-6-azaspiro[2.5]octan-1-carboxamid